3-fluoro-5-(2-(3-(6-methylpyridin-2-yl)-4-(quinolin-4-yl)-1H-pyrazol-1-yl)acetamido)benzoic acid 1-methylpiperidin-4-yl ester CN1CCC(CC1)OC(C1=CC(=CC(=C1)NC(CN1N=C(C(=C1)C1=CC=NC2=CC=CC=C12)C1=NC(=CC=C1)C)=O)F)=O